Disulfo-succinimidyl tartrate C(=O)(ON1C(C(C(C1=O)S(=O)(=O)O)S(=O)(=O)O)=O)C(O)C(O)C(=O)[O-]